OC=1C=C(C=NC1)/C=C/C(=O)C1=C(C(=O)OC)C=CC=C1 Methyl (E)-2-(3-(5-hydroxypyridin-3-yl)acryloyl)benzoate